2,5-dimethyl-2,4-hexadiene CC(C)=CC=C(C)C